3-{2-ethyl-4-[(7-methoxy-4-quinazolinyl)oxy]phenyl}-1-[5-(trifluoromethyl)-3-pyridinyl]-2,4-imidazolidinedione C(C)C1=C(C=CC(=C1)OC1=NC=NC2=CC(=CC=C12)OC)N1C(N(CC1=O)C=1C=NC=C(C1)C(F)(F)F)=O